1-cyclohexyl-N-((1R,2R)-1-(2,3-dihydrobenzo[b][1,4]dioxin-6-yl)-1-hydroxy-3-(pyrrolidin-1-yl)propan-2-yl)pyrrolidine-3-carboxamide C1(CCCCC1)N1CC(CC1)C(=O)N[C@@H]([C@H](O)C1=CC2=C(OCCO2)C=C1)CN1CCCC1